O1C=CC(C=C1)=S 4H-pyran-4-thione